[N+]([O-])(=NC1=CC=CC=C1)C1=CC=CC=C1 4,4'-azoxybenzene